2-(2,3-dimethylphenoxy)acetamide CC1=C(OCC(=O)N)C=CC=C1C